[8-14C]Uric acid N1C(=O)NC=2N[14C](=O)NC2C1=O